6-butyl-4-(2-methylphenyl)quinolin C(CCC)C=1C=C2C(=CC=NC2=CC1)C1=C(C=CC=C1)C